CN(C(C([2H])([2H])C1=CNC=2C=CC=C(C12)O)([2H])[2H])C 3-(2-(dimethylamino)ethyl-1,1,2,2-d4)-1H-indol-4-ol